C(C)(C)(C)OC(C1=C(C=C(C=C1)NC(=O)C=1N(C(=CN1)C=1C(=NC(=C(C1)F)N(C)C)F)C)Cl)=O 2-chloro-4-[[5-[6-(dimethylamino)-2,5-difluoro-3-pyridinyl]-1-methyl-imidazole-2-carbonyl]amino]benzoic acid tert-butyl ester